N-(1-naphthyl)-N-phenyl-aminobiphenyl C1(=CC=CC2=CC=CC=C12)N(C1=CC=CC=C1)C1=C(C=CC=C1)C1=CC=CC=C1